ethyl 3-(3-(1-bromo-6-((2-ethoxy-2-oxoethyl)thio)-5,5-dimethylhexyl)phenyl)propanoate BrC(CCCC(CSCC(=O)OCC)(C)C)C=1C=C(C=CC1)CCC(=O)OCC